FC(C1=C(C=CC=C1)C1CN(CC1)C1CC2(CN(C2)C(=O)OC(C)(C)C)C1)(F)F tert-butyl 6-(3-(2-(trifluoromethyl) phenyl) pyrrolidin-1-yl)-2-azaspiro[3.3]heptane-2-carboxylate